CC(C(=O)OCOP(=O)([C@@H](F)C1=CC2=C(SC(=C2)C(=O)OCC2=CC=CC=C2)C=C1)OCOC(C(C)(C)C)=O)(C)C |o1:9| (R)- or (S)-((((2-((benzyloxy)carbonyl)benzo[b]thiophen-5-yl)fluoromethyl)phosphoryl)bis(oxy))bis(methylene) bis(2,2-dimethylpropanoate)